N-[(2-{3-[(4-chloro-3-fluorophenyl)amino]prop-1-yn-1-yl}-1-ethyl-1H-indol-5-yl)methyl]-1-methylpiperidin-4-amine ClC1=C(C=C(C=C1)NCC#CC=1N(C2=CC=C(C=C2C1)CNC1CCN(CC1)C)CC)F